ClC=1N=C(C2=C(N1)C(=C(N=C2)Cl)F)N2C[C@H]1CC[C@@H](C2)C1O (1R,5S,8s)-3-(2,7-dichloro-8-fluoropyrido[4,3-d]pyrimidin-4-yl)-3-azabicyclo[3.2.1]octan-8-ol